C(=CC)SSC=CC monopropenyl disulfide